cyclohexylmethanol formate C(=O)OCC1CCCCC1